2-((tert-Butoxycarbonyl)amino)-4-(3-chloro-4-(trifluoromethyl)phenyl)butanoic acid C(C)(C)(C)OC(=O)NC(C(=O)O)CCC1=CC(=C(C=C1)C(F)(F)F)Cl